C(C1=CC=CC=C1)OC1(COCCC1=O)C(C)C 3-(benzyloxy)-3-isopropyltetrahydro-4H-pyran-4-one